C(C)(C)(C)OC(=O)N1[C@@H](CCC1)C=1C=C(C=C2CCN(CC12)C1=CC=NC=C1)C=1C=C2C(=NC1)NC=C2C (S)-2-(6-(3-methyl-1H-pyrrolo[2,3-b]pyridin-5-yl)-2-(pyridin-4-yl)-1,2,3,4-tetrahydroisoquinolin-8-yl)pyrrolidine-1-carboxylic acid tert-butyl ester